C(C)N1CCC(CC1)C1=CC(=C(C(=O)NC=2C=NC(=C(C2)NC2=NC=CC(=N2)C=2C=NC=CC2)C)C=C1)C(F)(F)F 4-(1-Ethyl-piperidin-4-yl)-N-[6-methyl-5-(4-pyridin-3-yl-pyrimidin-2-ylamino)-pyridin-3-yl]-2-trifluoromethyl-benzamide